((S)-1-(3-Chloro-2-(chloromethyl)-5-fluorophenyl)ethyl)-3-hydroxypiperidin-2-one ClC=1C(=C(C=C(C1)F)[C@H](C)N1C(C(CCC1)O)=O)CCl